C(C)OC(=O)C1=CSC=2CN(CCC21)C=2C=NC=NC2 6-(pyrimidin-5-yl)-4,5,6,7-tetrahydrothieno[2,3-c]pyridine-3-carboxylic acid ethyl ester